C(C)(C)(C)C=1C=C(C=C(C1O)C)CCC(=O)OCC(C)(C)C1OCC2(CO1)COC(OC2)C(COC(CCC2=CC(=C(C(=C2)C)O)C(C)(C)C)=O)(C)C 3,9-bis(2-(3-t-butyl-4-hydroxy-5-methylphenylpropionyloxy)1,1-dimethylethyl)-2,4,8,10-Tetraoxaspiro(5.5)undecane